2-[1-(4-methoxypyridin-2-yl)pyrazol-4-yl]propanoic acid COC1=CC(=NC=C1)N1N=CC(=C1)C(C(=O)O)C